NC1=NC2=CC=C(C=C2C=C1C)C(=O)N(CC1=NC=C(C=C1)C(F)(F)F)CC1CCOCC1 2-amino-3-methyl-N-(tetrahydro-2H-pyran-4-ylmethyl)-N-((5-(trifluoromethyl)-2-pyridinyl)methyl)-6-quinolinecarboxamide